[Sm].[Gd] GADOLINIUM-SAMARIUM